[Cu].C(=O)C1=CC=CC=C1OC1=C(C(=NC=C1)C1=NC=CC=C1)OC1=CC=CC=C1C=O bis(6-formylphenoxy)-bipyridine copper